2,5-dimethylcyclohexane CC1CCC(CC1)C